(S)-2-(bis(t-Butoxycarbonyl)amino)-1-(3-methoxy-2,6-dimethylphenyl)-5,6-dimethyl-1H-pyrrolo[2,3-b]pyridine-3-carboxylic acid benzyl ester C(C1=CC=CC=C1)OC(=O)C1=C(N(C2=NC(=C(C=C21)C)C)C2=C(C(=CC=C2C)OC)C)N(C(=O)OC(C)(C)C)C(=O)OC(C)(C)C